α-benzoylbenzoin C(C1=CC=CC=C1)(=O)C(C(C1=CC=CC=C1)=O)(O)C1=CC=CC=C1